COC(=O)C1=CC2=C(C(N(C=C2C2=C(C=CC(=C2)C(C)(C)O)OC2=CC=CC=C2)C)=O)N1.C(C(=C)C)(=O)OCCC[Si](OC)(OC)C 3-methacryloxypropylmethyldimethoxysilane Methyl-4-[5-(1-hydroxy-1-methyl-ethyl)-2-phenoxy-phenyl]-6-methyl-7-oxo-1H-pyrrolo[2,3-c]pyridine-2-carboxylate